FC(CCC(=O)N1CCC(CC1)C1=NC(=CN=C1)C(F)(F)F)(F)F 4,4,4-trifluoro-1-(4-(6-(trifluoromethyl)pyrazin-2-yl)piperidin-1-yl)butan-1-one